6-(2-Chloropyrimidin-4-yl)-3,4-dihydroisoquinolin ClC1=NC=CC(=N1)C=1C=C2CCN=CC2=CC1